Dimethyl anilinomaleate N(C1=CC=CC=C1)/C(/C(=O)OC)=C/C(=O)OC